tert-butyl (R)-4-(2-((1-bromo-6,7,8,9-tetrahydro-5H-benzo[7]annulen-5-yl)amino)acetamido)-2-((1-((2-(trimethylsilyl)ethoxy)methyl)-1H-pyrrolo[2,3-b]pyridin-5-yl)oxy)benzoate BrC1=CC=CC2=C1CCCC[C@H]2NCC(=O)NC2=CC(=C(C(=O)OC(C)(C)C)C=C2)OC=2C=C1C(=NC2)N(C=C1)COCC[Si](C)(C)C